ClC1=C(C=C(C=C1F)C=1N=NN(C1)[C@@H]1[C@H]([C@@H](SC2=C(C=CC(=C2)Cl)C#N)O[C@@H]([C@@H]1O)CO)O)F 5-chloro-2-cyanophenyl 3-[4-(4-chloro-3,5-difluorophenyl)-1H-1,2,3-triazol-1-yl]-3-deoxy-1-thio-α-D-galactopyranoside